1-(3,5-di-tert-pentyl-2-hydroxyphenyl-2-hydroxy-5-methylbenzyl)-4-tolyl acrylate C(C=C)(=O)OC1=CCC(C=C1)(C)C(C1=C(C=CC(=C1)C)O)C1=C(C(=CC(=C1)C(C)(C)CC)C(C)(C)CC)O